C(C1=CC=CC=C1)O[C@@H]1[C@@H](CO[C@@H]([C@@H]1OCC1=CC=CC=C1)COCC1=CC=CC=C1)N (3R,4R,5R,6R)-4,5-bis(benzyloxy)-6-(benzyloxymethyl)tetrahydro-2H-pyran-3-amine